N-[2-iodo-4-(ethoxycarbonyl)phenyl]-3,5-dichlorobenzamide IC1=C(C=CC(=C1)C(=O)OCC)NC(C1=CC(=CC(=C1)Cl)Cl)=O